8-(4-(6-(benzyloxy)-2-phenyl-3,4-dihydronaphthalen-1-yl)phenyl)-1,4-dioxa-8-azaspiro[4.5]decane C(C1=CC=CC=C1)OC=1C=C2CCC(=C(C2=CC1)C1=CC=C(C=C1)N1CCC2(OCCO2)CC1)C1=CC=CC=C1